cobalt(III) hexaanimine C(CCCCC)=N.[Co+3]